tert-butyl 3-[[[4-[[3-[4-(di-fluoromethoxy)phenyl]imidazo[1,2-a]pyrazin-8-yl]amino]-2-methyl-benzoyl]amino] methyl]pyrrolidine-1-carboxylate FC(OC1=CC=C(C=C1)C1=CN=C2N1C=CN=C2NC2=CC(=C(C(=O)NCC1CN(CC1)C(=O)OC(C)(C)C)C=C2)C)F